NC1=C2N=CN(C2=NC=N1)[C@H]1C(=C[C@H](O1)OC[P@](=O)(OC1=CC=CC=C1)N[C@@H](C)C(=O)OCC)F Ethyl ((S)-((((2R,5R)-5-(6-amino-9H-purin-9-yl)-4-fluoro-2,5-dihydrofuran-2-yl)oxy)methyl)(phenoxy)phosphoryl)-L-alaninate